ClC1=CC=2C=3C=CC(=CC3N(C(N(C2N=C1)CC)=O)C1=C(C=C(C=C1F)NCCN1C[C@@H](CC1)O)F)C#N 4-chloro-10-[2,6-difluoro-4-({2-[(3R)-3-hydroxypyrrolidin-1-yl]ethyl}amino)phenyl]-8-ethyl-9-oxo-6,8,10-triazatricyclo[9.4.0.02,7]pentadeca-1(11),2(7),3,5,12,14-hexaene-13-carbonitrile